isopropyl 2,3,4-tri-O-acetyl-beta-D-glucopyranosuronate C(C)(=O)O[C@H]1[C@H](O)O[C@@H]([C@H]([C@@H]1OC(C)=O)OC(C)=O)C(=O)OC(C)C